N=1ON=C2C1C=CC(=C2)COC2=C(CN[C@H](CO)C(=O)O)C=C(C(=C2)OCC=2C(=C(C=CC2)C2=CC(=CC=C2)OCCCN2CCN(CC2)C)F)Cl (2-(benzo[c][1,2,5]oxadiazol-5-ylmethoxy)-5-chloro-4-((2-fluoro-3'-(3-(4-methylpiperazin-1-yl)propoxy)-[1,1'-biphenyl]-3-yl)methoxy)benzyl)-D-serine